C1=C(C=CC2=CC=CC=C12)[C@H]1[C@@H](C1)N[C@@H]1CC[C@@H](CC1)N (cis)-N1-((1R,2S)-2-(naphthalen-2-yl)cyclopropyl)cyclohexane-1,4-diamine